FC=1C=C(C(=O)NCC=2N=NN(C2)[C@H](CC2=CC3=CC=CC=C3C=C2)CC(=O)NO)C=CC1 (R)-3-fluoro-N-((1-(4-(hydroxyamino)-1-(naphthalen-2-yl)-4-oxobutan-2-yl)-1H-1,2,3-triazol-4-yl)methyl)benzamide